FC1=C(C(=C2C=CNC2=C1F)SC)OC=1C=CC(=C(C1)C=1NC=C(N1)[C@@]1(CCOC2=C(C=CC=C12)CC(C(=O)O)(C)C)C)F 3-[(4R)-4-[2-[5-[(6,7-difluoro-4-methylsulfanyl-1H-indol-5-yl)oxy]-2-fluoro-phenyl]-1H-imidazol-4-yl]-4-methyl-chroman-8-yl]-2,2-dimethyl-propanoic acid